(S)-4-amino-4-(3-methoxyphenyl)butanenitrile N[C@@H](CCC#N)C1=CC(=CC=C1)OC